2-(((2r,5r)-2-((6-chloro-5-nitro-1-oxoisoindolin-2-yl)methyl)-1,3-dioxan-5-yl)carbamoyl)benzoic acid ClC1=C(C=C2CN(C(C2=C1)=O)CC1OCC(CO1)NC(=O)C1=C(C(=O)O)C=CC=C1)[N+](=O)[O-]